IC1=CC=2N(C=C1)C(N(N2)C2=NC=CC=C2)=O 7-iodo-2-(pyridin-2-yl)-[1,2,4]triazolo[4,3-a]pyridin-3(2H)-one